FCCN1C[C@@H](CCC1)NC(OC(C)(C)C)=O tert-Butyl (R)-(1-(2-fluoroethyl)piperidin-3-yl)carbamate